NC=1N=NC(=CC1N1CC2CCC(C1)N2C2=CC(=NC=C2)OCCOCCOCCO)C2=C(C=CC=C2)OCOC 2-[2-(2-[[4-(3-[3-amino-6-[2-(methoxymethoxy)phenyl]pyridazin-4-yl]-3,8-diazabicyclo[3.2.1]octan-8-yl)pyridin-2-yl]oxy]ethoxy)ethoxy]ethan-1-ol